C1CCN(C12CCOC2)C2=NC=CC=C2C(=O)N 2-(8-oxa-4-azaspiro[4.4]nonan-4-yl)pyridine-3-carboxamide